(R)-2-fluoro-4-(1-methyl-1H-1,2,3-triazol-4-yl)-N-(2-(2-oxo-2,3-dihydro-1H-benzo[d]imidazol-5-yl)thieno[3,2-c]pyridin-4-yl)-N-(piperidin-3-yl)benzamide FC1=C(C(=O)N([C@H]2CNCCC2)C2=NC=CC3=C2C=C(S3)C3=CC2=C(NC(N2)=O)C=C3)C=CC(=C1)C=1N=NN(C1)C